ClC=1C=C(C=CC1)S(=O)(=O)N1N=C(CC1C1=CC=C(C=C1)C)C1=CC=C(C=C1)F 1-((3-chlorophenyl)sulfonyl)-3-(4-fluorophenyl)-5-(p-tolyl)-4,5-dihydro-1H-pyrazole